butyl-butyl-phosphinic acid C(CCC)P(O)(=O)CCCC